(S)-N-(1-(5-(4-fluorobenzoyl)-2-((5-(4-methylpiperazin-1-yl)pyridin-2-yl)amino)-7H-pyrrolo[2,3-d]pyrimidin-4-yl)pyrrolidin-3-yl)cyclopropanesulfonamide FC1=CC=C(C(=O)C2=CNC=3N=C(N=C(C32)N3C[C@H](CC3)NS(=O)(=O)C3CC3)NC3=NC=C(C=C3)N3CCN(CC3)C)C=C1